C(#N)C(C)(C)C=1C=CC(=NC1)C=1N=C2C(=NC1)N=C(S2)NC(=O)C=2C=NC(=CC2C2=CC(=NC=C2OC)C)C N-[6-[5-(1-cyano-1-methyl-ethyl)pyridin-2-yl]thiazolo[4,5-b]pyrazin-2-yl]-4-(5-methoxy-2-methylpyridin-4-yl)-6-methyl-pyridine-3-carboxamide